3-(tetrazol-5-yl)pyridine-5-benzoic acid N1N=NN=C1C=1C=NC=C(C1)C1=CC=CC=C1C(=O)O